FC(C=1C=CC=2N(N1)C(=CN2)C2=CC(=NC=C2F)F)F 6-(difluoromethyl)-3-(2,5-difluoropyridin-4-yl)imidazo[1,2-b]pyridazine